tert-butyl {[(2R,3S)-2,5-dimethyl-2,3-dihydrofuro[3,2-b]pyridin-3-yl]methyl}carbamate C[C@@H]1[C@H](C2=NC(=CC=C2O1)C)CNC(OC(C)(C)C)=O